C(N)(=O)C1=CC(=NC=N1)N1N=CN=C1[C@H](C)NC(=O)C=1C=C(C=C2C(=NNC12)C1CC1)C(F)(F)F N-[(1S)-1-[2-(6-carbamoylpyrimidin-4-yl)-1,2,4-triazol-3-yl]ethyl]-3-cyclopropyl-5-(trifluoromethyl)-1H-indazole-7-carboxamide